C(C)(C)(C)C=1C=C(C=C(C1O)C(C)(C)C)CCC(=O)OCCCCCCOC(CCC1=CC(=C(C(=C1)C(C)(C)C)O)C(C)(C)C)=O hexamethyleneglycol bis[3-(3,5-di-tert-butyl-4-hydroxyphenyl) propionate]